CN1C(N([C@H]2[C@H](O)[C@H](O)[C@@H](CO)O2)C=CC1=N)=O 3-methylcytidine